2-methyl-1,4-bis(propionyloxy)naphthalene CC1=C(C2=CC=CC=C2C(=C1)OC(CC)=O)OC(CC)=O